calcium hydrogen ethyl-fumarate salt C(C)/C(/C(=O)O)=C\C(=O)[O-].[Ca+2].C(C)/C(/C(=O)O)=C\C(=O)[O-]